1-methyl-N-((5-(piperidin-1-yl)-1,3,4-thiadiazol-2-yl)methyl)-1H-1,2,3-triazole-4-carboxamide CN1N=NC(=C1)C(=O)NCC=1SC(=NN1)N1CCCCC1